(benzotriazol-1-yloxy)tripyrrolidinopyrroylphosphonium N1(N=NC2=C1C=CC=C2)OC2=C(NC=C2)C(=O)[P+](N2CCCC2)(N2CCCC2)N2CCCC2